N-[[(3,5-dichloro-2,4-difluorophenyl)amino]carbonyl]-2,6-difluorobenzamide ClC=1C(=C(C=C(C1F)Cl)NC(=O)NC(C1=C(C=CC=C1F)F)=O)F